COC=1C(=C(N(N1)C)C#N)C(F)(F)F 5-methoxy-2-methyl-4-(trifluoromethyl)pyrazole-3-carbonitrile